[C@@H]1(C[C@H](O)[C@@H](CO)O1)N1C=NC=2C(N)=NC=NC12 ls-2'-deoxyadenosine